C(C)C(C(=O)[O-])CC.C(CCC)[NH3+] n-butylammonium 2-ethylbutyrate